7-(2-(4-(6-(Trifluoromethyl)pyridin-3-yl)phenoxy)ethyl)-2-thia-7-azaspiro[3.5]nonane 2,2-dioxide FC(C1=CC=C(C=N1)C1=CC=C(OCCN2CCC3(CS(C3)(=O)=O)CC2)C=C1)(F)F